(2S,3R)-methyl 3-(2-(azetidin-3-yl) chroman-7-yl)-3-cyclopropyl-2-methylpropanoate N1CC(C1)C1OC2=CC(=CC=C2CC1)[C@@H]([C@@H](C(=O)OC)C)C1CC1